N5-(4-(2-(Dimethylamino)ethoxy)phenethyl)-2-(furan-2-yl)-[1,2,4]triazolo[1,5-a][1,3,5]-triazine-5,7-diamine CN(CCOC1=CC=C(CCNC2=NC=3N(C(=N2)N)N=C(N3)C=3OC=CC3)C=C1)C